3-(4-(benzo[d]thiazol-7-yl)phenyl)-N-(2-ethynylthiazol-4-yl)azetidine-1-carboxamide S1C=NC2=C1C(=CC=C2)C2=CC=C(C=C2)C2CN(C2)C(=O)NC=2N=C(SC2)C#C